C(C)(C)C1=CC=C(C=C1)NC1CCC(CC1)CNC(OC(C)(C)C)=O tert-butyl ((4-((4-isopropylphenyl)amino)cyclohexyl)methyl)carbamate